C(C)OC(CS[NH-])OCC 2,2-diethoxyethylthioamide